FC=1C=2N(C=C(C1)NC(=O)C1=CC=C(C3=CN(N=C13)C)N1C3CN(CC13)C(=O)OC(C)(C)C)C=C(N2)C tert-butyl 6-[7-({8-fluoro-2-methylimidazo[1,2-a]pyridin-6-yl}carbamoyl)-2-methylindazol-4-yl]-3,6-diazabicyclo[3.1.0]hexane-3-carboxylate